C[SiH](C)C.C[SiH](C)C.C[SiH](C)C.[Sb] antimony tris(trimethylsilane)